N2-(4-((2-(dimethylamino)ethyl)(methyl)amino)-3-nitrophenyl)-5-methoxy-6-(1-methyl-1H-indol-3-yl)pyrimidine-2,4-diamine CN(CCN(C1=C(C=C(C=C1)NC1=NC(=C(C(=N1)N)OC)C1=CN(C2=CC=CC=C12)C)[N+](=O)[O-])C)C